FC(C1=C(C=C(C=N1)C1=NC(N(C2=C(C(=CC=C12)F)C)C)(C)C)C)F 4-(6-(difluoromethyl)-5-methylpyridin-3-yl)-7-fluoro-1,2,2,8-tetramethyl-1,2-dihydroquinazoline